C1(=CC=CC=C1)P(=O)(C1=CC=CC=C1)C(C#N)(C)C 2-(diphenylphosphoryl)isobutyronitrile